methyl-dimethoxyfluorosilane C[Si](F)(OC)OC